(2R,5S)-3-(3-Methyl-4-nitrophenyl)-5-((pyridin-4-yloxy)methyl)-2-(trifluoromethyl)oxazolidin CC=1C=C(C=CC1[N+](=O)[O-])N1[C@H](O[C@@H](C1)COC1=CC=NC=C1)C(F)(F)F